BrC=1C=C(C=CC1)NC1=NC=NC2=CC=C(C=C12)NC(C#CCN1CCOCC1)=O 4-Morpholin-4-yl-but-2-ynoic acid [4-(3-bromo-phenylamino)-quinazolin-6-yl]-amide